COC(C1=C(C=C(C=C1C)NC(CCCN)=O)C#CCN)=O.ClC1=CC(=NC(=C1)NC1=C(C=CC=C1)C#N)C(=O)NC1CC2=CC=CC=C2C1 4-Chloro-6-((2-cyanophenyl)amino)-N-(2,3-dihydro-1H-inden-2-yl)pyridineamide methyl-4-(4-aminobutanamido)-2-(3-aminoprop-1-yn-1-yl)-6-methylbenzoate